(1R,2S,5R)-1-Amino-2-(((S)-2-amino-3-(4-hydroxyphenyl)propanamido)methyl)-5-(2-boronoethyl)cyclohexane-1-carboxylic acid dihydrochloride Cl.Cl.N[C@]1([C@@H](CC[C@H](C1)CCB(O)O)CNC([C@H](CC1=CC=C(C=C1)O)N)=O)C(=O)O